C(CCC)C=1C=CC=C(C1)NC(=O)C12C=CC(CC1)C2 5-butylphenylaminocarbonyl-bicyclo[2.2.1]hept-2-ene